6-cyclopropaneamido-4-{[5-fluoro-2-methoxy-3-(1-methyl-1H-pyrazol-4-yl)phenyl]amino}-N-(2H3)methylpyridazine-3-carboxamide C1(CC1)C(=O)NC1=CC(=C(N=N1)C(=O)NC([2H])([2H])[2H])NC1=C(C(=CC(=C1)F)C=1C=NN(C1)C)OC